(4-(azidomethyl)piperidin-1-yl)-2-methyl-6-tosyl-1,6-dihydroimidazo[4,5-d]pyrrolo[2,3-b]pyridine N(=[N+]=[N-])CC1CCN(CC1)N1C(=NC=2C1=C1C(=NC2)N(C=C1)S(=O)(=O)C1=CC=C(C)C=C1)C